N[C@H](C(=O)N1[C@@H]([C@H]2C([C@H]2C1)(C)C)C(=O)OC)C(CO)(C)C methyl (1R,2S,5S)-3-[(2S)-2-amino-4-hydroxy-3,3-dimethyl-butanoyl]-6,6-dimethyl-3-azabicyclo[3.1.0]hexane-2-carboxylate